N=1N=CN2C1C=C(C=C2)C2=C(C=1CCCC1C=C2C)N 5-([1,2,4]triazolo[4,3-a]pyridin-7-yl)-6-methyl-2,3-dihydro-1H-inden-4-amine